C(C1CO1)ON(C1=CC=CC=C1)OCC1CO1 N,N-di(2,3-epoxypropoxy)aniline